NC=1N=NC(=CC1N1CC2CCC(C1)N2C2=NC=C(C=N2)C2CCN(CC2)C2=NOC(=C2)C(C(=O)O)C(C)C)C2=C(C=CC=C2)O 2-(3-(4-(2-(3-(3-amino-6-(2-hydroxyphenyl)pyridazin-4-yl)-3,8-diazabicyclo[3.2.1]octan-8-yl)pyrimidin-5-yl)piperidin-1-yl)isoxazol-5-yl)-3-methylbutanoic acid